[Br-].CC1=CC=CC(=C1)C 2,4-Dimethylbenzene bromide